[2H]COC1=C(C=C(C=N1)C1=CC=C2C(=NN(C2=C1)C)C(=O)N[2H])C(N[C@H](C)C1=C(C=CC=C1)C(F)(F)F)=O 6-[6-(deutero)methoxy-5-{[(1R)-1-[2-(trifluoromethyl)phenyl]ethyl]-carbamoyl}pyridin-3-yl]-N-(deutero)-methyl-1H-indazole-3-carboxamide